penta(diethylamino)tantalum C(C)N(CC)[Ta](N(CC)CC)(N(CC)CC)(N(CC)CC)N(CC)CC